2-[4-(2-phenyl-morpholin-4-yl)-phenoxy]-pyrido[3,4-d]pyrimidin-4-ol C1(=CC=CC=C1)C1CN(CCO1)C1=CC=C(OC=2N=C(C3=C(N2)C=NC=C3)O)C=C1